2-Amino-7-fluoro-4-(5-fluoro-3-((3R)-3-(3-methyl-3,6-diazabicyclo[3.1.1]heptan-6-yl)pyrrolidin-1-yl)-7,9-dihydrofuro[3,4-f]quinazolin-6-yl)thieno[3,2-c]pyridine-3-carbonitrile NC1=C(C=2C(=NC=C(C2S1)F)C=1C2=C(C=3C=NC(=NC3C1F)N1C[C@@H](CC1)N1C3CN(CC1C3)C)COC2)C#N